C(C)(C)C1=NC=C(C=N1)C(=O)NC=1C(=NC=CC1C1=CC=CC=C1)N1[C@H](CCC1)C(F)(F)F (R)-2-isopropyl-N-(4-phenyl-2-(2-(trifluoro-methyl)pyrrolidin-1-yl)-pyridin-3-yl)pyrimidine-5-carboxamide